6-((R)-1-(4-fluorophenyl)ethyl)-5-((2-(pyrrolidin-1-yl)ethyl)amino)-N-((S)-tetrahydrofuran-3-yl)pyrazine-2-carboxamide FC1=CC=C(C=C1)[C@@H](C)C1=C(N=CC(=N1)C(=O)N[C@@H]1COCC1)NCCN1CCCC1